(3-methyloxetan-3-yl)-4-[3-(3-carbamoylphenyl)pyrazolo[1,5-a]pyrimidin-5-yl]piperazine-1-carboxylate CC1(COC1)OC(=O)N1CCN(CC1)C1=NC=2N(C=C1)N=CC2C2=CC(=CC=C2)C(N)=O